8-(3-methoxy-4-(4-((tetrahydro-2H-pyran-2-yl)oxy)butoxy)-phenyl)-2,2-diphenyl-7,8-dihydro-6H-[1,3]dioxolo[4,5-h]chromen-6-one COC=1C=C(C=CC1OCCCCOC1OCCCC1)C1OC=2C3=C(C=CC2C(C1)=O)OC(O3)(C3=CC=CC=C3)C3=CC=CC=C3